Tert-butyl N-(2-{3-chloro-7H-pyrrolo[2,3-c]pyridazin-7-yl}ethyl)carbamate ClC1=CC2=C(N=N1)N(C=C2)CCNC(OC(C)(C)C)=O